C1=CC=CC=2C3=CC=CC=C3C(C12)COC(=O)N[C@H](C(=O)OC(C)(C)C)CC=1C=C2C(=NN(C2=CC1)C)C#N tert-butyl (S)-2-((((9H-fluoren-9-yl)methoxy)carbonyl)amino)-3-(3-cyano-1-methyl-1H-indazol-5-yl)propanoate